N[C@H](C)[C@@H]1CC[C@H](CC1)C(=O)NC1=CC=NC=C1 trans-4-[(1R)-1-aminoethyl]-N-4-pyridylcyclohexanecarboxamide